N,N-diallylammonium C(C=C)[NH2+]CC=C